2-methyl-2-(4-methylpent-3-en-1-yl)-7-(pent-4-en-1-yl)-2H-chromen-5-ol CC1(OC=2C=C(C=C(C2C=C1)O)CCCC=C)CCC=C(C)C